[Na].N1C=NC=2N=CNC2C1=O hypoxanthine sodium